1,11-undecanediol di(methyl)acrylate CC(=CC(=O)OCCCCCCCCCCCO)C